C(CC)OC(=O)C1=CC=C(O)C=C1.[Na] SODIUM PROPYLPARABEN